C(C)(C)(C)OC(=O)N1C2CN(CC1CC2)C2=NC=NN1C2=CC(=C1)Br 3-(6-Bromopyrrolo[2,1-f][1,2,4]triazin-4-yl)-3,8-diazabicyclo[3.2.1]octane-8-carboxylic acid tert-butyl ester